C(/CCCCC)=C/1\C(CCC1)=O (2E)-2-hexylidenecyclopentanone